FC(CO)(F)C=1C(=C(C=CC1)[C@@H](C)NC(=O)C1=NN(C(C=C1)=O)C1=C(C=CC=C1)F)F N-[(1R)-1-[3-(1,1-difluoro-2-hydroxy-ethyl)-2-fluoro-phenyl]ethyl]-1-(2-fluoroPhenyl)-6-oxo-pyridazine-3-carboxamide